C(OCC)(OCC(C)C)=O Ethyl isobutyl carbonate